CC(COC=1C=C(C=CC1)C1=CC(=NN1C1=CC=CC=C1)CO)C [5-[3-(2-Methylpropoxy)phenyl]-1-phenyl-1H-pyrazol-3-yl]methanol